6-(4-((4-bromothiazol-5-yl)methyl)-8-chloro-5,6-dihydro-4H-[1,4]oxazepino[5,6,7-de]quinazolin-9-yl)-N,N-bis(4-methoxybenzyl)-4-methyl-5-(trifluoromethyl)pyridin-2-amine BrC=1N=CSC1CN1CCOC=2C=3C1=NC=NC3C=C(C2Cl)C2=C(C(=CC(=N2)N(CC2=CC=C(C=C2)OC)CC2=CC=C(C=C2)OC)C)C(F)(F)F